CS(=O)(=O)N1C=2N(CC(C1)N)N=CC2C2=CC=C(C=C2)C(F)(F)F 4-(methylsulfonyl)-3-(4-(trifluoromethyl)phenyl)-4,5,6,7-tetrahydropyrazolo[1,5-a]pyrimidin-6-amine